3-[[2-(methacryloyloxy)ethyl]dimethylammonio]propan-1-sulfonic acid C(C(=C)C)(=O)OCC[N+](CCCS(=O)(=O)O)(C)C